(3,4-epoxycyclohexyl)ethylmethyldimethoxysilane C1(CC2C(CC1)O2)CC[Si](OC)(OC)C